CC1=C(C(=CC=C1)C)N1C(N=CC=C1)OCC12CC3CC(CC(C1)(C3)NC3=CC=C(C=C3)N3CCN(CC3)C)C2 3-(2,6-dimethylphenyl)-7-((4-(4-methylpiperazin-1-yl)phenyl)amino)-2-((adamantan-1-yl)methoxy)pyrimidine